C(C=1C(C(=O)O)=CC=CC1)(=O)NN(CC(=O)O)C(=O)O phthaloyl-aza-aspartic acid